N-((R)-1-(2-methyl-3-(trifluoromethyl)phenyl)ethyl)-4-((6-methyl-6-azaspiro[3.5]nonan-1-yl)amino)-6-oxo-1-(tetrahydro-2H-pyran-4-yl)-1,6-dihydropyridine-3-carboxamide CC1=C(C=CC=C1C(F)(F)F)[C@@H](C)NC(=O)C1=CN(C(C=C1NC1CCC12CN(CCC2)C)=O)C2CCOCC2